(2S)-2-amino-5-hydroxy-N-[(1S)-4,4,4-trifluoro-1-[hydroxy(thiazol-2-yl)methyl]butyl]hexanamide N[C@H](C(=O)N[C@@H](CCC(F)(F)F)C(C=1SC=CN1)O)CCC(C)O